COC(=O)C1(N(CCC1)C(=O)OC(C)(C)C)C 2-methylpyrrolidine-1,2-dicarboxylic acid 1-tert-butyl ester 2-methyl ester